FC(C1=NN2C(N=C(NC2=O)S)=C1C1=CC(=C(C(=C1)F)F)F)(F)F 7-(trifluoromethyl)-2-sulfanyl-8-(3,4,5-trifluorophenyl)-3H-pyrazolo[1,5-a][1,3,5]triazin-4-one